CC1=C(NC(=C1)C)C=O 3,5-dimethylpyrrole-2-carbaldehyde